C1(=CC=CC=C1)C(C(=O)[O-])(C(=O)[O-])C1=CC=CC=C1.[Ca+2] calcium 2,2-diphenylpropanedioate